ClC1=C2C(=NC=C1)N(C(=C2)C2=CC(=NC=C2)OCC2=CC=NC=C2)C(=O)OC(C)(C)C tert-butyl 4-chloro-2-(2-(pyridin-4-ylmethoxy)pyridin-4-yl)-1H-pyrrolo[2,3-b]pyridine-1-carboxylate